(R)-1-(9-bromo-8-methoxy-1-propyl-5,6-dihydropyrrolo[2,1-a]isoquinoline-3-carbonyl)-2-methylazetidine-2-carboxamide BrC1=C(C=C2CCN3C(C2=C1)=C(C=C3C(=O)N3[C@](CC3)(C(=O)N)C)CCC)OC